Lauroyl-propyl-amine oxide C(CCCCCCCCCCC)(=O)[NH+](CCC)[O-]